2-amino-3-(6-(2-(4-aminophenyl)-1-cyanovinyl)pyridin-2-yl)propanoic acid NC(C(=O)O)CC1=NC(=CC=C1)C(=CC1=CC=C(C=C1)N)C#N